methyl 2-(1-(4-fluorophenyl)-1H-pyrazole-4-sulfonamido)-5-((1-(4-(1-(4-fluorophenyl)-1H-pyrazole-4-sulfonamido)-3-(methoxy carbonyl)benzyl)azetidin-3-yl)oxy)benzoat FC1=CC=C(C=C1)N1N=CC(=C1)S(=O)(=O)NC1=C(C(=O)OC)C=C(C=C1)OC1CN(C1)CC1=CC(=C(C=C1)NS(=O)(=O)C=1C=NN(C1)C1=CC=C(C=C1)F)C(=O)OC